ClC1=CC(=CC=2C=COC21)C2=CC=C(C=C2)C(=O)N2CCNCC2 7-chloro-5-(4-(piperazine-1-carbonyl)phenyl)benzofuran